ClC1=CC=C(CNC(\C=C/C2=CC=CC=C2)=O)C=C1 (Z)-N-(4-chlorobenzyl)-3-phenylacrylamide